methyl 3-(9-((4-(aminomethyl)-2,5-difluorophenyl)carbamoyl)-4,5-dihydrobenzo[b]thieno[2,3-d]oxepin-8-yl)-6-(propylcarbamoyl)picolinate NCC1=CC(=C(C=C1F)NC(=O)C1=CC2=C(OCCC3=C2SC=C3)C=C1C=1C(=NC(=CC1)C(NCCC)=O)C(=O)OC)F